CC1=NOC(=C1C=1C=NN2C1C=C(C=C2)C=2SC(=C(N2)OCCOCC)C(=O)O)C 2-[3-(3,5-dimethylisoxazol-4-yl)pyrazolo[1,5-a]pyridin-5-yl]-4-(2-ethoxyethoxy)thiazole-5-carboxylic acid